Isopropyl pinacolyl borate B(OC(C)C)(OC(C)C(C)(C)C)[O-]